2-(2-chloro-4-methylbenzo[d]thiazol-6-yloxy)ethylamine ClC=1SC2=C(N1)C(=CC(=C2)OCCN)C